(2S)-N-(2-(2,6-dioxopiperidin-3-yl)-1-oxoisoindolin-5-yl)-2-((trifluoromethoxy)methyl)indoline-1-carboxamide O=C1NC(CCC1N1C(C2=CC=C(C=C2C1)NC(=O)N1[C@@H](CC2=CC=CC=C12)COC(F)(F)F)=O)=O